CC=1C=C2C(C(NC2=C(C1)C)=O)=NN=C1SCC(N1C1=CC=C(C=C1)CCCC)=O 5,7-dimethyl-3-(2-(3-(4-n-butylphenyl)-4-oxothiazolidine-2-ylidene)hydrazono)indol-2-one